NC1=NN(C2=CC=CC(=C12)N1CCOCC1)C(=O)C1(CC1)C(=O)NC1=CC(=C(C=C1)OC)OC (3-amino-4-morpholinyl-1H-indazole-1-carbonyl)-N-(3,4-dimethoxyphenyl)cyclopropane-1-carboxamide